C(C=1C(O)=CC=CC1)(=O)OC=1C=C(C=CC1)C m-toluyl salicylate